CC=1C=C(C=CC1C)C=1C=CC=C2C=C(NC12)C(=O)N[C@@H]1C(N(C2=C(OC1)C=CC=C2)C)=O (S)-7-(3,4-dimethylphenyl)-N-(5-methyl-4-oxo-2,3,4,5-tetrahydrobenzo[b][1,4]oxazepin-3-yl)-1H-indole-2-carboxamide